ClC1=CC(=CC=2N=C(OC21)C=2C(=C(C=CC2)C2=C(C(=CC=C2)NC(=O)C=2N(C1=C(CN(CC1)C)N2)C)C)C)C=O N-(3'-(7-chloro-5-formylbenzo[d]oxazol-2-yl)-2,2'-dimethylbiphenyl-3-yl)-1,5-dimethyl-4,5,6,7-tetrahydro-1H-imidazo[4,5-c]pyridine-2-carboxamide